8-benzyl-2-(furan-2-ylmethyl)-6-(naphthalen-1-yl)imidazo[1,2-a]pyrazin-3(7H)-one C(C1=CC=CC=C1)C1=C2N(C=C(N1)C1=CC=CC3=CC=CC=C13)C(C(=N2)CC=2OC=CC2)=O